2-(3-(2,6-Dioxopiperidin-3-yl)-1H-indazol-1-yl)-N-(4-(4-methylpiperazin-1-yl)-phenyl)acetamide O=C1NC(CCC1C1=NN(C2=CC=CC=C12)CC(=O)NC1=CC=C(C=C1)N1CCN(CC1)C)=O